COC(C1=CC(=CC(=C1)I)Cl)=O 3-chloro-5-iodobenzoic acid methyl ester